N-(2-(3-(1-isopropyl-2,3-dihydro-1H-pyrrolo[3,2-c]pyridin-6-yl)-1,2,4-thiadiazol-5-ylamino)-5-(trifluoromethyl)pyridin-3-yl)-N-methylacetamide C(C)(C)N1CCC=2C=NC(=CC21)C2=NSC(=N2)NC2=NC=C(C=C2N(C(C)=O)C)C(F)(F)F